C(N)(=N)C=1N=C(C=2N(C1)C=C(N2)C(=O)OC)CC2=C(C=C(C(=C2)F)F)F methyl 6-carbamimidoyl-8-[(2,4,5-trifluorophenyl)methyl]imidazo[1,2-a]pyrazine-2-carboxylate